[Br-].FC(N1CC(=CC=C1)I)F 1-(difluoromethyl)-3-iodopyridine bromide